C(C)OC(CCC(=O)N1CC2=CC(=C(C(=C2C1)F)OCCCOC=1C(=C2CN(CC2=CC1OC)C(=O)OC(C)(C)C)F)OC)=O tert-butyl 5-(3-((2-(4-ethoxy-4-oxobutanoyl)-4-fluoro-6-methoxyisoindolin-5-yl) oxy) propoxy)-4-fluoro-6-methoxyisoindoline-2-carboxylate